C(C1=CC=CC=C1)N1C[C@H](O[C@@H](C1)C1CC1)CO trans-(4-benzyl-6-cyclopropyl-morpholin-2-yl)methanol